N-((1r,4r)-4-methoxycyclohexyl)-6-(1,3,4-oxadiazol-2-yl)picolinamide COC1CCC(CC1)NC(C1=NC(=CC=C1)C=1OC=NN1)=O